C(=CCCCCCCCCCCCCCC)C(OP(OC[C@@H](CO)O)(=O)[O-])C[N+](C)(C)C 3Z-hexadecenyl-sn-glycero-3-phosphocholine